(S)-quinuclidin-3-yl (5-(3-fluoro-4-(trifluoromethoxy)phenyl)-2,2-dimethyl-2,3-dihydro-1H-inden-1-yl)carbamate FC=1C=C(C=CC1OC(F)(F)F)C=1C=C2CC(C(C2=CC1)NC(O[C@@H]1CN2CCC1CC2)=O)(C)C